BrC1=CC2=C(C(OC(N2CC)=O)=O)C=C1 7-bromo-1-ethyl-3,1-benzoxazine-2,4-dione